ClC=1C=C(C(NN1)=O)CN1C=NC(=C(C1=O)OC=1C=C(C#N)C=CC1)C(F)(F)F 3-((1-((6-chloro-3-oxo-2,3-dihydropyridazin-4-yl)methyl)-6-oxo-4-(trifluoromethyl)-1,6-dihydropyrimidin-5-yl)oxy)benzonitrile